CC(C)(C)[S@@](=O)N[C@@H](CC)C=1N=C(N(C1)COCC[Si](C)(C)C)C(F)(F)F |o1:7| (R)-2-methyl-N-((S or R)-1-(2-(trifluoromethyl)-1-((2-(trimethylsilyl)ethoxy)methyl)-1H-imidazol-4-yl)propyl)propane-2-sulfinamide